P(OOC[C@H]1O[C@H](C[C@@H]1O[Si](C)(C)C(C)(C)C)N1C2=NC(=NC(=C2N=C1)Cl)N)([O-])=O (((2R,3S,5R)-5-(2-amino-6-chloro-9H-purin-9-yl)-3-((tert-butyldimethylsilyl) oxy) tetrahydrofuran-2-yl) methoxy) phosphonate